tert-butyl (2S,6R)-4-(7-chloro-8-((3-hydroxy-2-(pyrazin-2-yl)propyl)thio)-2-oxo-6-(trifluoromethyl)-1,2-dihydroquinazolin-4-yl)-2,6-dimethylpiperazine-1-carboxylate ClC1=C(C=C2C(=NC(NC2=C1SCC(CO)C1=NC=CN=C1)=O)N1C[C@@H](N([C@@H](C1)C)C(=O)OC(C)(C)C)C)C(F)(F)F